C(C1=CC=CC=C1)OC(C[C@H](NC(=O)OCC1C2=CC=CC=C2C=2C=CC=CC12)C(=O)O)=O N-(9-fluorenylmethoxycarbonyl)aspartic acid 4-benzyl ester